N-(4-(6-chlorobenzo[d]oxazol-2-yl)benzyl)-6-(trifluoromethyl)nicotinamide ClC1=CC2=C(N=C(O2)C2=CC=C(CNC(C3=CN=C(C=C3)C(F)(F)F)=O)C=C2)C=C1